Cl.NCC1=C(C(=CC(=C1)Cl)C)O 2-(aminomethyl)-4-chloro-6-methylphenol, hydrochloride